2-oxo-3-trityl-2,3-dihydro-oxazole-5-carbaldehyde O=C1OC(=CN1C(C1=CC=CC=C1)(C1=CC=CC=C1)C1=CC=CC=C1)C=O